OC1=C(C(=CC(=C1S(=O)(=O)NC(=O)C1=NC=NN1)CCCCC)O)C1CCCC(=C1)C N-((2,6-dihydroxy-5'-methyl-4-pentyl-1',2',3',4'-tetrahydro-[1,1'-biphenyl]-3-yl)sulfonyl)-1H-1,2,4-triazole-5-carboxamide